tert-butyl ((4-cyano-5-fluorothiophen-2-yl)methyl)carbamate C(#N)C=1C=C(SC1F)CNC(OC(C)(C)C)=O